FC1=C(C(=C(C=C1F)F)F)OC(C1=CN=CC=C1)=O nicotinic acid 2,3,5,6-tetrafluorophenyl ester